C(C)(C)(C)C1=CC(=C(NC2=CC=C(C=C2)C(C)(C)C)C=C1)C1=C(C=2C(CCC(C2C=C1)(C)C)(C)C)C 4-tert-butyl-N-(4-tert-butylphenyl)-2-(1,5,5,8,8-pentamethyl-5,6,7,8-tetrahydronaphthalen-2-yl)aniline